N-(6-((5-bromo-2-((2,5-dichloro-4-(4-(3-(dimethylamino)pyrrolidin-1-yl)piperidine-1-yl)phenyl)amino)pyrimidin-4-yl)amino)-2,3-dihydrobenzofuran-5-yl)methanesulfonamide BrC=1C(=NC(=NC1)NC1=C(C=C(C(=C1)Cl)N1CCC(CC1)N1CC(CC1)N(C)C)Cl)NC1=CC2=C(CCO2)C=C1NS(=O)(=O)C